(S)-N-(3-amino-5-methyl-2-oxohexyl)-N-cyanomethyl-2-(1H-indol-3-yl)-2-oxoacetamide N[C@H](C(CN(C(C(=O)C1=CNC2=CC=CC=C12)=O)CC#N)=O)CC(C)C